tert-butyl-N-diphenylmethylenephenylalanine C(C)(C)(C)[C@](N=C(C1=CC=CC=C1)C1=CC=CC=C1)(CC1=CC=CC=C1)C(=O)O